cholesta-5,25-dien-3beta-ol C=C(C)CCC[C@@H](C)[C@H]1CC[C@H]2[C@@H]3CC=C4C[C@H](CC[C@]4(C)[C@H]3CC[C@]12C)O